N(=[N+]=[N-])CC1(OC2=C(C1)C=C(C=C2[C@@H](C)N[S@](=O)C(C)(C)C)F)COC (R)-N-((1R)-1-(2-(azidomethyl)-5-fluoro-2-(methoxymethyl)-2,3-dihydrobenzofuran-7-yl)ethyl)-2-methylpropan-2-sulfinamide